2,4-dibromo-5-(((tert-butyldimethylsilyl)oxy)methyl)thiazole BrC=1SC(=C(N1)Br)CO[Si](C)(C)C(C)(C)C